C(N)(=O)[C@H](C[C@H]1C(NCC1)=O)NC([C@H](CC(C)C)NC(=O)C=1NC2=CC=CC(=C2C1)F)=O (2S)-N-[(1S)-1-carbamoyl-2-[(3S)-2-oxopyrrolidin-3-yl]ethyl]-2-[(4-fluoro-1H-indol-2-yl)formamido]-4-methylpentanamide